BrC=1C(=NN(C1NC(=O)N[C@@H]1CN(C[C@H]1C1=CC(=CC(=C1)F)F)CCOC)C1=CC=CC=C1)C=1C=NN(C1)C 1-(4-bromo-1'-methyl-1-phenyl-1h,1'h-[3,4'-bipyrazole]-5-yl)-3-((3s,4r)-4-(3,5-difluorophenyl)-1-(2-methoxyethyl)pyrrolidin-3-yl)urea